NC=1C(=NC(=C(N1)F)C1=CC=C(C=C1)[C@@]12CN(C[C@H]2C1)C(C)C)C=1C=C2CCNC(C2=C(C1)F)=O 6-(3-amino-5-fluoro-6-(4-((1R,5S)-3-isopropyl-3-azabicyclo[3.1.0]hexan-1-yl)phenyl)pyrazin-2-yl)-8-fluoro-3,4-dihydroisoquinolin-1(2H)-one